COC1=C(C(=CC(=C1)C)C)C1=CC=C2C=CC(=NC2=N1)C1CN(CCC1O)C 3-[7-(2-methoxy-4,6-dimethyl-phenyl)-1,8-naphthyridin-2-yl]-1-methyl-piperidin-4-ol